di(trimethylsiloxy)ethylsilane C[Si](OC(C[SiH3])O[Si](C)(C)C)(C)C